methyl 6-(2,4-dichlorophenyl)-5-(4-[1-(3-fluoro-propyl)-pyrrolidin-3-yloxy]-phenyl)-8,9-dihydro-7H-benzocycloheptene-2-carboxylate oxalate C(C(=O)O)(=O)O.ClC1=C(C=CC(=C1)Cl)C1=C(C2=C(CCC1)C=C(C=C2)C(=O)OC)C2=CC=C(C=C2)OC2CN(CC2)CCCF